bromo-6-((4-chloro-2-fluoro-3-methylbenzyl)oxy)pyridine BrC1=NC(=CC=C1)OCC1=C(C(=C(C=C1)Cl)C)F